CN1N=C2N=C(C(=CC2=C1)NC(=O)N1CCC=2C1=NC=CC2N2C[C@@H](N(CC2)C(=O)OC(C)(C)C)C)C tert-butyl (S)-4-(1-((2,6-dimethyl-2H-pyrazolo[3,4-b]pyridin-5-yl)carbamoyl)-2,3-dihydro-1H-pyrrolo[2,3-b]pyridin-4-yl)-2-methylpiperazine-1-carboxylate